NC1=CC(=C(OC2=CC(=C(C=C2)O)C(=C)C)C(=C1)C)C 4-(4-amino-2,6-dimethyl-phenoxy)-2-(isopropenyl)phenol